4-fluoro-N-{[3-fluoro-4-(prop-2-yl)phenyl](phenyl)methyl}-1-(2-oxo-1,3-oxazolidine-5-carbonyl)pyrrolidine-2-carboxamide FC1CC(N(C1)C(=O)C1CNC(O1)=O)C(=O)NC(C1=CC=CC=C1)C1=CC(=C(C=C1)C(C)C)F